C(C=C)(=O)N1CC2(C1)CC(C2)N2N=C(C(=C2C)C2=C1C=NNC1=CC(=C2Cl)C)C2=CC=C1CC(N(CC1=C2)C)=O 7-(1-(2-acryloyl-2-azaspiro[3.3]heptan-6-yl)-4-(5-chloro-6-methyl-1H-indazol-4-yl)-5-methyl-1H-pyrazol-3-yl)-2-methyl-1,4-dihydroisoquinolin-3(2H)-one